4-(3-(5-fluoropyridin-2-yl)-1-methyl-1H-pyrazol-4-yl)pyridin-2-amine FC=1C=CC(=NC1)C1=NN(C=C1C1=CC(=NC=C1)N)C